P(OCCBr)(OC[C@@H]([C@@H](CCCCCCCCCCCCCCC)O)NC(CCCCCCCCCCCCCCC)=O)(=O)Br 2-bromoethyl ((2S,3R)-3-hydroxy-2-palmitamidooctadecyl) phosphorobromidate